[Si](C1=CC=CC=C1)(C1=CC=CC=C1)(C(C)(C)C)OCC1=C[C@H]([C@H]2[C@@H]1OC(O2)(C)C)N2C=NC(=C(C2=O)F)Cl 3-((3aS,4R,6aR)-6-(((tert-butyldiphenylsilyl)oxy)methyl)-2,2-dimethyl-3a,6a-dihydro-4H-cyclopenta[d][1,3]dioxol-4-yl)-6-chloro-5-fluoropyrimidin-4(3H)-one